N-(8-(methylamino)-5-(1H-pyrazol-5-yl)-2,7-naphthyridin-3-yl)cyclopropane-carboxamide CNC=1N=CC(=C2C=C(N=CC12)NC(=O)C1CC1)C1=CC=NN1